ClC1=C(C#N)C(=CC=C1)N[C@H](C)C=1C=C(C=C2C(C(=C(OC12)C1=CC=CC=C1)C)=O)C 2-Chloro-6-[[(1R)-1-(3,6-dimethyl-4-oxo-2-phenyl-chromen-8-yl)ethyl]amino]benzonitrile